ClC1=CC=C(O[C@H](C(=O)NOCCS(=O)(=O)C)C)C=C1 (2S)-2-(4-chlorophenoxy)-N-(2-methanesulfonylethoxy)propanamide